(R)-8-(2-(tert-butyl)pyrimidin-5-yl)-6-imino-3-methyl-3,4-dihydro-2H,6H-pyrimido[2,1-b][1,3]thiazine-7-carbonitrile C(C)(C)(C)C1=NC=C(C=N1)C=1N=C2SC[C@@H](CN2C(C1C#N)=N)C